β-glutamine N[C@@H](CC(N)=O)CC(=O)O